ClC=1C(=NN(C1)CC(=O)NC=1C=NC(=C(C1)F)N1C=NC(=C1)[C@@H]1NCCOC1)C(F)(F)F (S)-2-(4-chloro-3-(trifluoromethyl)-1H-pyrazol-1-yl)-N-(5-fluoro-6-(4-(morpholin-3-yl)-1H-imidazol-1-yl)pyridin-3-yl)acetamide